phenanthren-3-yl 4-(bis(3-((tert-butoxycarbonyl)amino)butyl)amino)-4-oxobutanoate C(C)(C)(C)OC(=O)NC(CCN(C(CCC(=O)OC=1C=CC=2C=CC3=CC=CC=C3C2C1)=O)CCC(C)NC(=O)OC(C)(C)C)C